CC1(CCCCC1)C(=O)O[C@@H]1O[C@@H]([C@@H]([C@H]1O)O)N1CN=C(C2=C1N=CC(=C2C(N)=O)Br)N ((2S,3R,4R,5S)-5-(4-amino-6-bromo-5-carbamoyl-1H-pyrido[2,3-d]pyrimidin-1-yl)-3,4-dihydroxy-tetrahydrofuran-2-yl) methylcyclohexanecarboxylate